FC(C)(F)C=1C=C(C=CC1)C1CC2(CNC2)CC1 6-(3-(1,1-difluoroethyl)phenyl)-2-azaspiro[3.4]octane